BrN1C(N(C(C1=O)(C)C)Cl)=O bromochlorodi-methylhydantoine